C1(CC1)CN1C(=CC=2C1=NC(=CC2)C=2C(=NC=CC2)C2=CN=CS2)C=2N=C1N(C(=CC(=C1)C=O)OC)C2C [2-[1-(cyclopropylmethyl)-6-[2-(1,3-thiazol-5-yl)pyridin-3-yl]pyrrolo[2,3-b]pyridin-2-yl]-5-methoxy-3-methylimidazo[1,2-a]pyridin-7-yl]methanone